benzyl (2-(2-(((1R,5S,6s)-3-azabicyclo[3.1.0]hexan-6-yl)oxy)-6-(4,4-dimethylpiperidin-1-yl)pyridin-4-yl)propan-2-yl)carbamate [C@@H]12CNC[C@H]2C1OC1=NC(=CC(=C1)C(C)(C)NC(OCC1=CC=CC=C1)=O)N1CCC(CC1)(C)C